FC=1OC2=CC=CC=C2C(C1)=O fluoro-4-oxo-chromen